OC[C@H](C1=CC=CC=C1)NC1=NC(=NC=C1C=1OC(=NN1)C(C)(C)O)NC=1C=C2C(N(C(C2=CC1)=O)C)(C)C (S)-5-((4-((2-hydroxy-1-phenylethyl)amino)-5-(5-(2-hydroxypropan-2-yl)-1,3,4-oxadiazol-2-yl)pyrimidin-2-yl)amino)-2,3,3-trimethylisoindolin-1-one